FC=1C(=CC(=C(C1)N1C(C=CC2=CC(=CC=C12)S(=O)(=O)N(C=1OC=CN1)CC1=CC=C(C=C1)OC)=O)OC)C1C(C1)C(F)(F)F (P)-1-(5-fluoro-2-methoxy-4-(2-(trifluoromethyl)cyclopropyl)phenyl)-N-(4-methoxybenzyl)-N-(oxazol-2-yl)-2-oxo-1,2-dihydroquinoline-6-sulfonamide